difluoroisophthalonitrile FC1=CC(=C(C=C1C#N)C#N)F